O=C1NC(CCC1N1C(C2=CC=CC(=C2C1)C#CCCCCCCCCN1CCN(CC1)C1CCN(CC1)C(=O)OC(C)(C)C)=O)=O tert-butyl 4-(4-(10-(2-(2,6-dioxopiperidin-3-yl)-1-oxoisoindolin-4-yl)dec-9-yn-1-yl)piperazin-1-yl)piperidine-1-carboxylate